C(C=C)N1CCN(CC1)C(=O)OCC1=CC=CC=C1 benzyl 4-allylpiperazine-1-carboxylate